3,3-difluoro-1-(6-(1H-pyrazolo[3,4-b]pyridin-5-yl)thieno[2,3-b]pyridin-2-yl)cyclobutanol FC1(CC(C1)(O)C1=CC=2C(=NC(=CC2)C=2C=C3C(=NC2)NN=C3)S1)F